CC1=NN2C(N=C(C=C2N(CC2=CC=C(C=C2)C=2C(=NNC2)C)C)C)=C1C=1C(=CC(=NC1)N(C)C)C 5-{2,5-dimethyl-7-[methyl({[4-(3-methyl-1H-pyrazol-4-yl)phenyl]methyl})amino]pyrazolo[1,5-a]pyrimidin-3-yl}-N,N,4-trimethylpyridin-2-amine